2-(1-(2-(piperidin-1-yl)ethyl)-6,7-dihydro-1H-[1,4]dioxino[2',3':4,5]benzo[1,2-d]imidazol-2-yl)ethan-1-amine trihydrochloride Cl.Cl.Cl.N1(CCCCC1)CCN1C(=NC2=C1C=C1C(=C2)OCCO1)CCN